C(C1=CC=CC=C1)OC1=CC=C(C2=C1N=C(O2)N2CC1N(C(C2)C1)C(=O)OC(C)(C)C)C1=NN(C=C1)C tert-Butyl 3-(4-(benzyloxy)-7-(1-methyl-1H-pyrazol-3-yl)benzo[d]oxazol-2-yl)-3,6-diazabicyclo[3.1.1]heptane-6-carboxylate